FC(C1=CC=CC(=N1)B(O)O)(F)F 6-(TRIFLUOROMETHYL)PYRIDINE-2-BORONIC ACID